N-{[5-chloro-6-(6-fluoro-5-methoxy-2-pyridyl)-2-indolyl]methyl}-4-morpholinecarboxamide ClC=1C=C2C=C(NC2=CC1C1=NC(=C(C=C1)OC)F)CNC(=O)N1CCOCC1